2-methyl-6-(1-(((R)-1-phenylethyl)amino)-2,3,4,9-tetrahydro-1H-carbazol-6-yl)isoindolin-1-one CN1C(C2=CC(=CC=C2C1)C=1C=C2C=3CCCC(C3NC2=CC1)N[C@H](C)C1=CC=CC=C1)=O